N1C=CC=2C1=NC=CC2C=2C=NN(C2)C2(CN(C2)C2CCN(CC2)C(=O)C2=NC=C(N=C2)C(F)(F)F)CC#N [3-[4-(1H-pyrrolo[2,3-b]pyridin-4-yl)-1H-pyrazol-1-yl]-1-(1-{[5-(trifluoromethyl)pyrazin-2-yl]carbonyl}piperidin-4-yl)azetidin-3-yl]acetonitrile